(S)-1-((R)-8-(1-methyl-2,3-dihydro-1H-pyrido[2,3-b][1,4]oxazin-7-ylsulfonyl)-1-oxa-8-azaspiro[4.5]decan-3-ylamino)-3-(3-(methylsulfonylmethyl)phenoxy)propan-2-ol CN1C2=C(OCC1)N=CC(=C2)S(=O)(=O)N2CCC1(C[C@H](CO1)NC[C@@H](COC1=CC(=CC=C1)CS(=O)(=O)C)O)CC2